ClC=1C=C(C=C2C(=C(C=NC12)C#N)N[C@H](C)C1=CC=CC=C1)N[C@@H](C=1C(=NC=CC1)C)C=1N=NN(C1)C(C)C 8-chloro-6-(((S)-(1-isopropyl-1H-1,2,3-triazol-4-yl)(2-methylpyridin-3-yl)methyl)amino)-4-(((R)-1-phenylethyl)amino)quinoline-3-carbonitrile